(3S)-N-(4-((2,6-dioxopiperidin-3-yl)amino)-2-fluorophenyl)pyrrolidine-3-carboxamide trifluoroacetate FC(C(=O)O)(F)F.O=C1NC(CCC1NC1=CC(=C(C=C1)NC(=O)[C@@H]1CNCC1)F)=O